dimethyl-2-((2-(((1s,4s)-4-((7-morpholinoimidazo[1,2-c]pyrimidin-5-yl)oxy)cyclohexyl)amino)pyrimidin-5-yl)oxy)acetamide CC(C(=O)N)(OC=1C=NC(=NC1)NC1CCC(CC1)OC1=NC(=CC=2N1C=CN2)N2CCOCC2)C